Cl.FC(OC=1C=C(C=CC1)NN)(F)F 3-trifluoromethoxyphenylhydrazine hydrochloride